ClC1=C(C=C(C=C1)[N+](=O)[O-])C=1OC=C(N1)C 2-(2-chloro-5-nitro-phenyl)-4-methyl-oxazole